4-(2,3-dihydro-1,4-dioxa-5-aza-7-naphthylamino)-2-[3-methoxy-4-(3-piperidinopropoxy)phenylamino]pyrimidine O1CCOC2=NC=C(C=C12)NC1=NC(=NC=C1)NC1=CC(=C(C=C1)OCCCN1CCCCC1)OC